C(C)(C)(C)OC(=O)N1N=C(C2=CC=CC=C12)CN1N=CC2=C(C1=O)N(C1=C2CCN(C1)S(=O)(=O)C)C 3-((5-methyl-7-(methylsulfonyl)-4-oxo-4,5,6,7,8,9-hexahydro-3H-pyrido[4',3':4,5]pyrrolo[2,3-d]pyridazin-3-yl)methyl)-1H-indazole-1-carboxylic acid tert-butyl ester